2-(7-((2S,5R)-5-ethyl-4-(1-(4-fluoro-2-methoxyphenyl)ethyl)-2-methylpiperazine-1-yl)-4-methyl-5-oxo-4,5-dihydro-2H-pyrazolo[4,3-b]Pyridin-2-yl)acetonitrile C(C)[C@H]1N(C[C@@H](N(C1)C=1C=2C(N(C(C1)=O)C)=CN(N2)CC#N)C)C(C)C2=C(C=C(C=C2)F)OC